OC(=O)C(F)(F)F.N1(CCCC1)S(=O)(=O)N pyrrolidine-1-sulfonamide TFA salt